(2S)-1-(8-(7-chlorobenzo[c][1,2,5]oxadiazol-4-ylsulfonyl)-1-oxa-8-azaspiro[4.5]decan-3-ylamino)-3-(3-(methylsulfonyl)phenoxy)propan-2-ol ClC1=CC=C(C=2C1=NON2)S(=O)(=O)N2CCC1(CC(CO1)NC[C@@H](COC1=CC(=CC=C1)S(=O)(=O)C)O)CC2